3-[5-(difluoromethyl)-1,3,4-oxadiazol-2-yl]-6-fluoro-1-(2-fluoroethyl)-N-[1-(fluoromethyl)cyclopropyl]-2-oxo-benzoimidazole-5-sulfonamide FC(C1=NN=C(O1)N1C(N(C2=C1C=C(C(=C2)F)S(=O)(=O)NC2(CC2)CF)CCF)=O)F